C1(CC1)NC(=O)C1=NN(C(=C1)NC(C[C@H](C(=O)N[C@H]1C2=C(CN3N(C1=O)CCC3)C=CC=C2)C)=O)C (R)-N4-(3-(Cyclopropylcarbamoyl)-1-methyl-1H-pyrazol-5-yl)-2-methyl-N-((S)-11-oxo-2,3,10,11-tetrahydro-1H,5H-benzo[d]pyrazolo[1,2-a][1,2]diazepin-10-yl)succinamid